ClC1=CC=C(S1)C1=NC(=C2C(=N1)N(N=C2)C2CCCCC2)NC(=O)C=2SC(=CC2)[N+](=O)[O-] N-(6-(5-chlorothien-2-yl)-1-cyclohexyl-1H-pyrazolo[3,4-d]pyrimidin-4-yl)-5-nitrothiophene-2-carboxamide